3-amino-5-hydroxy-2,7-naphthalenedisulfonic acid NC=1C(=CC2=CC(=CC(=C2C1)O)S(=O)(=O)O)S(=O)(=O)O